N1=C(C=CC=C1)CCSCCSCCSCCC1=NC=CC=C1 1,11-bis(2-pyridinyl)-3,6,9-trithiaundecane